CC1=C2COC(C2=CC=C1[C@H]1OCCN(C1)CC=1C=NN(C1)C=1C=CC(=NC1)C#N)=O (R)-5-(4-((2-(4-methyl-1-oxo-1,3-dihydroisobenzofuran-5-yl)morpholino)methyl)-1H-pyrazol-1-yl)picolinonitrile